(3R,5'S)-7-cyano-1'-((S)-3-cyclopropyl-2-((methyl-d3)amino)propionyl)-2-oxospiro[indole-3,3'-pyrrolidine]-5'-carboxamide hydrochloride Cl.C(#N)C=1C=CC=C2C1NC([C@@]21CN([C@@H](C1)C(=O)N)C([C@H](CC1CC1)NC([2H])([2H])[2H])=O)=O